C([C@H](C(=O)O)N)C(=O)O D(-)-aspartic acid